4-hydroxy-3-(2-methoxyphenylazo)-1-naphthalenesulfonic acid OC1=C(C=C(C2=CC=CC=C12)S(=O)(=O)O)N=NC1=C(C=CC=C1)OC